2-(2-methoxy-4-nitrophenyl)-3-(4-nitrophenyl)-5-(2,4-disulfophenyl)-2H-tetrazolium sodium salt COC1=C(C=CC(=C1)[N+](=O)[O-])[N+]2=NC(=NN2C3=CC=C(C=C3)[N+](=O)[O-])C4=C(C=C(C=C4)S(=O)(=O)[O-])S(=O)(=O)[O-].[Na+]